(S)-2-(4-Fluorophenyl)-1-(naphthalen-2-yl)-2-(naphthalen-2-ylamino)ethane-1-one FC1=CC=C(C=C1)[C@@H](C(=O)C1=CC2=CC=CC=C2C=C1)NC1=CC2=CC=CC=C2C=C1